1-(5-(4-amino-7-(1-methylpiperidin-4-yl)-7H-pyrrolo[2,3-d]pyrimidin-5-yl)-4-fluoro-indolin-1-yl)-2-(2-fluoro-5-(trifluorometh-yl)phenyl)ethan-1-one NC=1C2=C(N=CN1)N(C=C2C=2C(=C1CCN(C1=CC2)C(CC2=C(C=CC(=C2)C(F)(F)F)F)=O)F)C2CCN(CC2)C